7-methoxy-3-(4-methoxyphenyl)-1-phenyl-1,8-naphthyridin-2(1H)-one COC1=CC=C2C=C(C(N(C2=N1)C1=CC=CC=C1)=O)C1=CC=C(C=C1)OC